N[C@H]1CN(CCC1)C(=O)C1=CC2=C(N(C(=N2)C2=CC=3C(=NC(=CC3)N(S(=O)(=O)C)C(F)F)N2CC2CC2)C2CC2)C=C1C (R)-N-(2-(5-(3-aminopiperidine-1-carbonyl)-1-cyclopropyl-6-methyl-1H-benzo[d]imidazol-2-yl)-1-(cyclopropylmethyl)-1H-pyrrolo[2,3-b]pyridin-6-yl)-N-(difluoromethyl)methanesulfonamide